FC1=CC(=C2C=CN(C2=C1)C(C)O)B1OC(C(O1)(C)C)(C)C (6-fluoro-4-(4,4,5,5-tetramethyl-1,3,2-dioxaborolan-2-yl)-1H-indol-1-yl)ethanol